C[C@@H]1O[C@@H](CN(C1)C1=CC=CC(=N1)C1=NC2=CC(=NC=C2C=C1)CNC(=O)C1=CC=C2C(CCS(C2=C1)(=O)=O)O)C N-((2-(6-((cis)-2,6-dimethylmorpholino)pyridin-2-yl)-1,6-naphthyridin-7-yl)methyl)-4-hydroxythiochromane-7-carboxamide 1,1-dioxide